O=C1NC(CCC1N1C(C2=CC=CC(=C2C1=O)N1CCN(CC1)CCCN1N=CC(=C1)C1=CC=C(C(=O)NC2=CC3=C(NC(=N3)CN3CCCC3)C=C2)C=C1)=O)=O 4-(1-(3-(4-(2-(2,6-dioxopiperidin-3-yl)-1,3-dioxoisoindolin-4-yl)piperazin-1-yl)propyl)-1H-pyrazol-4-yl)-N-(2-(pyrrolidin-1-ylmethyl)-1H-benzo[d]imidazol-5-yl)benzamide